3-(2-hydroxypropan-2-yl)-N-[(2E)-imidazolidin-2-ylidene]-4-({3-[3-(oxan-4-yl)propoxy]phenyl}amino)benzamide OC(C)(C)C=1C=C(C(=O)N=C2NCCN2)C=CC1NC1=CC(=CC=C1)OCCCC1CCOCC1